4-Hydroxyhexenal CCC(/C=C/C=O)O